ClC1=C(C=CC=C1C)NC1=C(C#N)C=CC(=N1)C1CC1 2-((2-chloro-3-methylphenyl)amino)-6-cyclopropylnicotinonitrile